C(C)C=1C(=CC(=C(C1)O)F)C1=CC=C2C(=NNC2=C1)C1=NC2=C(CN(CC2)CC2=NC(=CN=C2)N2CCN(CCC2)C)N1 5-ethyl-2-fluoro-4-[3-[5-[[6-(4-methyl-1,4-diazepan-1-yl)pyrazin-2-yl]methyl]-3,4,6,7-tetrahydroimidazo[4,5-c]pyridin-2-yl]-1H-indazol-6-yl]phenol